3-(3-(4-((3-fluoropyridin-2-yl)oxy)benzyl)isoxazol-yl)pyridin-2-amine FC=1C(=NC=CC1)OC1=CC=C(CC2=NOC=C2C=2C(=NC=CC2)N)C=C1